1-[2,6-dichlorophenyl]-2-indolinone ClC1=C(C(=CC=C1)Cl)N1C(CC2=CC=CC=C12)=O